NC1=CC=C(C2=C1CCO2)C#N 4-amino-2,3-dihydrobenzofuran-7-carbonitrile